BrC=1C=C2C=NN(C2=CC1)C1C(NC(CC1)=O)=O 3-(5-bromo-1H-indazol-1-yl)piperidine-2,6-dione